3-(6,6-dimethyl-1,2,5,6-tetrahydropyridin-3-yl)-1H-pyrrolo[2,3-b]pyridine hydrochloride Cl.CC1(CC=C(CN1)C1=CNC2=NC=CC=C21)C